benzyl 3,7-bis(dimethylamino)-10H-phenothiazin-10-carboxylate CN(C=1C=CC=2N(C3=CC=C(C=C3SC2C1)N(C)C)C(=O)OCC1=CC=CC=C1)C